C12(CC3CC(CC(C1)C3)C2)N(CCCCCCCNC=2C=C(C=CC2)N2C(NC(CC2)=O)=O)C 1-(3-((7-((adamantan-1-yl)(methyl)amino)heptyl)amino)phenyl)dihydropyrimidine-2,4(1H,3H)-dione